FC=1C(=CC2=C(N(C(N2C2=NC(=NS2)C)=O)C)C1)S(=O)(=O)NC1(CC1)CF 6-fluoro-N-[1-(fluoromethyl)cyclopropyl]-1-methyl-3-(3-methyl-1,2,4-thiadiazol-5-yl)-2-oxo-benzimidazole-5-sulfonamide